1-methyl-1H-indol-3-acetaldehyde CN1C=C(C2=CC=CC=C12)CC=O